COC1=CC=C(C=C1)C=1C=CC=C2C=NC(=NC12)NC1=CC(=CC=C1)N1C(CCC1)COC 8-(4-(methoxy)phenyl)-N-(3-(2-((methoxy)methyl)pyrrolidin-1-yl)phenyl)quinazolin-2-amine